4,4',4'',4'''-(porphyrin-5,10,15,20-tetrayl)tetra-benzoic acid C12=CC=C(N1)C(=C1C=CC(=N1)C(=C1C=CC(N1)=C(C=1C=CC(N1)=C2C2=CC=C(C(=O)O)C=C2)C2=CC=C(C(=O)O)C=C2)C2=CC=C(C(=O)O)C=C2)C2=CC=C(C(=O)O)C=C2